Cl.CC1=C(C=CC(=C1)C)SC1=C(N)C=CC=C1 2-((2,4-dimethylphenyl)thio)aniline hydrochloride